pyridinium toluenesulfonate CC1=CC=CC=C1S(=O)(=O)[O-].C1=CC=[NH+]C=C1